3-[[6-[4-(4-piperidinyl)-1-piperidinyl]-3-pyridinyl]amino]piperidine-2,6-dione hydrochloride Cl.N1CCC(CC1)C1CCN(CC1)C1=CC=C(C=N1)NC1C(NC(CC1)=O)=O